propanoyl-acryloyl chloride C(CC)(=O)C=CC(=O)Cl